ethyl 5-(difluoromethyl)-1-(2-(4-methylpiperazin-1-yl)-2-oxoethyl)-1H-pyrazole-3-carboxylate FC(C1=CC(=NN1CC(=O)N1CCN(CC1)C)C(=O)OCC)F